N-(4-(1H-Pyrazol-1-yl)benzyl)-7-((1-benzyl-1,2,3,6-tetrahydropyridin-4-yl)methyl)-N-ethyl-7H-pyrrolo[2,3-d]pyrimidin-4-amine N1(N=CC=C1)C1=CC=C(CN(C=2C3=C(N=CN2)N(C=C3)CC=3CCN(CC3)CC3=CC=CC=C3)CC)C=C1